N[C@H]1CS(C2=C(N(C1=O)CC1=CC=C(C=C1)Cl)C=C(C(=C2)F)C2=NOC(=N2)C(=O)N(C)C)(=O)=O 3-[(3R)-3-amino-5-[(4-chlorophenyl)methyl]-8-fluoro-1,1,4-trioxo-2,3-dihydro-1lambda6,5-benzothiazepin-7-yl]-N,N-dimethyl-1,2,4-oxadiazole-5-carboxamide